1-[3-acetyl-6-[5-[(6-methyl-3-pyridyl)amino]benzimidazol-1-yl]-2-pyridyl]-5-methyl-pyrazole-3-carbonitrile C(C)(=O)C=1C(=NC(=CC1)N1C=NC2=C1C=CC(=C2)NC=2C=NC(=CC2)C)N2N=C(C=C2C)C#N